C[C@@H]1C(CCCC1)=O (S)-2-methylcyclohexanone